(S)-3-(3-(1-amino-2,3-dihydro-1H-inden-5-yl)-5-chloro-3H-imidazo[4,5-b]pyridin-2-yl)pyridin-2-amine N[C@H]1CCC2=CC(=CC=C12)N1C(=NC=2C1=NC(=CC2)Cl)C=2C(=NC=CC2)N